BrC1=NN(C(=C1)C(=O)NC=1C(=CC=2N(C1C(=O)NCCSC)N=CC2)C)C2=NC=CC=C2Cl 6-(3-bromo-1-(3-chloropyridin-2-yl)-1H-pyrazole-5-carboxamido)-5-methyl-N-(2-(methylthio)ethyl)pyrazolo[1,5-a]pyridine-7-carboxamide